ClC1=CC2=C(C(N(C=C2C2=CC(N(C=C2C2=CC=CC=C2)CCOC(F)F)=O)C)=O)N1S(=O)(=O)C1=CC=C(C)C=C1 2-chloro-4-(1-(2-(difluoromethoxy)ethyl)-2-oxo-5-phenyl-1,2-dihydropyridin-4-yl)-6-methyl-1-tosyl-1,6-dihydro-7H-pyrrolo[2,3-c]pyridin-7-one